C(C1=CC=CC=C1)OC1=C(C=C2C(=CC=NC2=C1)Cl)OC 7-(benzyloxy)-4-chloro-6-methoxyquinoline